ClC=1C=C2C(=CN1)N(N=C2C2=CC=C(C=C2)N2CCN(CC2)C)COCC[Si](C)(C)C 5-chloro-3-(4-(4-methylpiperazin-1-yl)phenyl)-1-((2-(trimethylsilyl)ethoxy)methyl)-1H-pyrazolo[3,4-c]Pyridine